CC1=C(C=CC(=C1)C)S(=O)(=O)C=1N=NN2C1NC(C1=CC=C(C=C21)N2CCN(CC2)C(C(C)C)=O)=O 3-(2,4-dimethylbenzenesulfonyl)-8-[4-(2-methylpropanoyl)piperazin-1-yl]-4H,5H-[1,2,3]triazolo[1,5-a]quinazolin-5-one